N(=[N+]=[N-])CCCS(=O)(=O)C1=CC=C(C=C1)C=1SC(=CN1)CNC(=O)C1=CC2=C(S(C3=C(C(N2)=O)C=CC=C3)(=O)=O)C=C1 N-((2-(4-((3-azidopropyl)sulfonyl)phenyl)thiazol-5-yl)methyl)-11-oxo-10,11-dihydrodibenzo[b,f][1,4]thiazepine-8-carboxamide 5,5-dioxide